FC=1C=C(C(=C2C=C(NC12)S(=O)(=O)N1[C@@H](CCC1)C(F)(F)F)C1=NC=C(C=N1)F)C(F)(F)F (S)-7-fluoro-4-(5-fluoropyrimidin-2-yl)-5-(trifluoromethyl)-2-((2-(trifluoromethyl)pyrrolidin-1-yl)sulfonyl)-1H-indole